C1SC(N2C1CCCC2)=NC2=CC1=C(OCO1)C=C2 N-hexahydro[1,3]thiazolo[3,4-a]pyridin-3-ylidene-1,3-benzodioxol-5-amine